FC(C(=O)NC=1C=C2C(=NN(C2=CC1)C)C#CC=1SC(=CC1)C(F)(F)F)=C 2-Fluoro-N-(1-methyl-3-((5-(trifluoromethyl)thiophen-2-yl)ethynyl)-1H-indazol-5-yl)acrylamide